NC1=C(C#N)C(=C(C=C1I)Br)N1CCC(CC1)C1=NN=CN1C 2-amino-5-bromo-3-iodo-6-[4-(4-methyl-1,2,4-triazol-3-yl)piperidin-1-yl]benzonitrile